OCCOC1=CC=C(C=C1)\C=C\C(=O)C1=CC=CC=C1 4-(2-hydroxyethyloxy)chalcone